CN1N=CC2=CC=CC(=C12)NS(=O)(=O)C=1C=NC(=CC1)N1C(N(C=C1)C)=O N-(1-METHYL-1H-INDAZOL-7-YL)-6-(3-METHYL-2-OXO-2,3-DIHYDRO-1H-IMIDAZOL-1-YL)PYRIDINE-3-SULFONAMIDE